(2S,4r)-1-[(2S)-2-(4-cyclopropyltriazol-1-yl)-3,3-dimethyl-butyryl]-N-[2-[2-(difluoromethoxy)phenyl]ethyl]-4-hydroxy-pyrrolidine-2-carboxamide C1(CC1)C=1N=NN(C1)[C@H](C(=O)N1[C@@H](C[C@H](C1)O)C(=O)NCCC1=C(C=CC=C1)OC(F)F)C(C)(C)C